4-((2-fluorophenyl)ethynyl)-N-((tetrahydro-2H-pyran-3-yl)Methyl)benzamide 2-ethylbutyl-1-(((4-nitrophenoxy)(phenoxy)phosphoryl)amino)cyclobutanecarboxylate C(C)C(COC(=O)C1(CCC1)NP(=O)(OC1=CC=CC=C1)OC1=CC=C(C=C1)[N+](=O)[O-])CC.FC1=C(C=CC=C1)C#CC1=CC=C(C(=O)NCC2COCCC2)C=C1